COC1=C2CC(C(C2=CC=C1)=O)O 4-methoxy-2-hydroxy-1-indanone